COC1=CC=C(CNC(NC2CC3(CC(C3)C(=O)N[C@H]3CC4=CC=CC=C4CC3)C2)=O)C=C1 (R)-6-(3-(4-methoxybenzyl)ureido)-N-(1,2,3,4-tetrahydronaphthalen-2-yl)spiro[3.3]heptane-2-carboxamide